ClC=1C=NC=C(C1C(=O)NNC(C1=CC(=C(C=C1)F)F)=O)Cl 3,5-dichloro-N'-(3,4-difluorobenzoyl)pyridine-4-carbohydrazide